C(C)C=1C(=NC=NC1)N1CCN(CC1)CC=1NC2=CC=CC=C2C1 2-((4-(5-ethylpyrimidin-4-yl)piperazin-1-yl)methyl)-1H-indole